N1-(2-(furan-2-yl)quinolin-4-yl)propane-1,3-diamine O1C(=CC=C1)C1=NC2=CC=CC=C2C(=C1)NCCCN